CN(C)CC1=C(C=CC(=N1)NC=1C=CC(=C2CN(C(C12)=O)C(=O)OC(C)(C)C)C1=CN=C2N1C=CC(=C2)F)[C@@H]2C[C@@H](CC2)O tert-butyl 7-((6-((dimethylamino)methyl)-5-((1S,3R)-3-hydroxycyclopentyl)pyridin-2-yl)amino)-4-(7-fluoroimidazo[1,2-a]pyridin-3-yl)-1-oxoisoindoline-2-carboxylate